C1(CCCC1)C1=C(NC2=CC=CC=C12)C(=O)NC[C@H](C(CNC(OC(C)(C)C)=O)O[Si](C(C)C)(C(C)C)C(C)C)NC(OC(C)(C)C)=O di-tert-butyl ((3R)-4-(3-cyclopentyl-1H-indole-2-carboxamido)-2-((triisopropylsilyl)oxy)butane-1,3-diyl)dicarbamate